1,3-dimethylbutyl (E)-but-2-enoate C(\C=C\C)(=O)OC(CC(C)C)C